methyl 1-((6-((2-chloro-3'-(5-(dimethoxymethyl)picolinamido)-2'-methyl-[1,1'-biphenyl]-3-yl)carbamoyl)pyridin-3-yl)methyl)piperidine-4-carboxylate ClC1=C(C=CC=C1NC(=O)C1=CC=C(C=N1)CN1CCC(CC1)C(=O)OC)C1=C(C(=CC=C1)NC(C1=NC=C(C=C1)C(OC)OC)=O)C